(2-(2H-1,2,3-triazol-2-yl)phenyl)(2-((2-methylbenzo[d]thiazol-6-yl)methyl)pyrazolidin-1-yl)methanone N=1N(N=CC1)C1=C(C=CC=C1)C(=O)N1N(CCC1)CC1=CC2=C(N=C(S2)C)C=C1